N-((6-(4-(4-cyanophenyl)-5-hydroxy-1H-pyrazol-1-yl)pyridin-3-yl)sulfonyl)acetamide (Formate) C(=O)O.C(#N)C1=CC=C(C=C1)C=1C=NN(C1O)C1=CC=C(C=N1)S(=O)(=O)NC(C)=O